FC(C1(C2=NN=C(C=3C=CC=C(N4CCCC4CCCCC1)N3)O2)O)(F)F 6-(trifluoromethyl)-22-oxa-3,4,16,21-tetraazatetracyclo[15.3.1.12,5.012,16]Docosa-1(21),2,4,17,19-pentaen-6-ol